methyl-5-nitro-2-phenyl-pyridine CC=1C(=NC=C(C1)[N+](=O)[O-])C1=CC=CC=C1